5-fluoro-1,2,3-triazol FC1=CN=NN1